N1C(=NC2=C1C=CC=C2)CN(C(CBr)=O)CCC=2SC=C(N2)C(=O)NCC2=NC=CC=C2F 2-{2-[N-(1H-1,3-Benzodiazol-2-ylmethyl)-2-bromoacetamido]ethyl}-N-[(3-fluoropyridin-2-yl)methyl]-1,3-thiazole-4-carboxamide